N1(CCCC1)CC1=CC2=C(NC=N2)C(=C1)C(F)(F)F 5-(pyrrolidin-1-ylmethyl)-7-(trifluoromethyl)-1H-benzo[d]imidazole